CC=1C=C(\C=N\NC2=C3N=CN(C3=NC(=N2)N2CCOCC2)C2CN(C2)C(=O)N2CCOCC2)C=CC1 (E)-3-(6-(2-(3-methylbenzylidene)hydrazinyl)-2-morpholino-9H-purin-9-yl)azetidin-1-yl(morpholino)methanone